ethyloxyl-lauryl-tyramine C(C)ON(CCC1=CC=C(C=C1)O)CCCCCCCCCCCC